S(C=1C=C(N(C)C)C=CC1)C=1C=C(N(C)C)C=CC1 3,3'-thiobis(N,N-dimethylaniline)